The molecule is a member of the class of pyrazoles that is 1,3-dimethylpyrazole which is substituted at positions 4 and 5 by 2,4-dichlorobenzoyl and 2-oxo-2-phenylethoxy groups, respectively. A pro-herbicide (for the corresponding 5-hydroxypyrazole), it is used as a pre- or post-emergence herbicide for the control of annual and perennial weeds in rice. It has a role as a proherbicide, an agrochemical and a carotenoid biosynthesis inhibitor. It is a member of acetophenones, a member of pyrazoles and a dichlorobenzene. CC1=NN(C(=C1C(=O)C2=C(C=C(C=C2)Cl)Cl)OCC(=O)C3=CC=CC=C3)C